tert-butyl 5-(4-(tert-butoxycarbonyl) piperazin-1-yl)-2-(3,4-dimethoxyphenyl)-3-isopropyl-1H-indole-1-carboxylate C(C)(C)(C)OC(=O)N1CCN(CC1)C=1C=C2C(=C(N(C2=CC1)C(=O)OC(C)(C)C)C1=CC(=C(C=C1)OC)OC)C(C)C